2-oxaspiro[4.5]decane-1,3-dione C1(OC(CC12CCCCC2)=O)=O